NC[C@@H]1NC([C@@H](SCC1)C1=CC(=CC=C1)C1=CC=NC=C1)=O (2S,5R)-5-(aminomethyl)-2-[3-(4-pyridyl)phenyl]-1,4-thiazepan-3-one